ClC1=C(NC2=NSC=3C2=NC=CN3)C=CC=C1C1=CC3=C(OCCO3)C=C1 3-(2-chloro-3-(1,4-benzodioxan-6-yl)anilino)isothiazolo[4,5-b]pyrazine